3-(5-(((3R,4S)-4-(4-amino-3-(4-phenoxyphenyl)-1H-pyrazolo[3,4-d]pyrimidin-1-yl)-3-fluoropiperidin-1-yl)methyl)-4-fluoro-1-oxoisoindolin-2-yl)piperidine-2,6-dione NC1=C2C(=NC=N1)N(N=C2C2=CC=C(C=C2)OC2=CC=CC=C2)[C@@H]2[C@@H](CN(CC2)CC=2C(=C1CN(C(C1=CC2)=O)C2C(NC(CC2)=O)=O)F)F